C(C)C=1C=CC=2N(N1)C=C(N2)C=O 6-ethylimidazo[1,2-b]pyridazine-2-carbaldehyde